[Si](C)(C)(C(C)(C)C)OCC1=NN2C(CCC(C2)C(=O)OC)=N1 methyl 2-(((tert-butyldimethylsilyl)oxy)methyl)-5,6,7,8-tetrahydro-[1,2,4]triazolo[1,5-a]pyridine-6-carboxylate